N(CC1=CC2=C(SC(=C2)C[C@H](C(=O)O)[C@@H]2CNCC2)C=C1)(CC1=CC2=C(SC(=C2)C[C@H](C(=O)O)[C@@H]2CNCC2)C=C1)CC1=CC2=C(SC(=C2)C[C@H](C(=O)O)[C@@H]2CNCC2)C=C1 (2S,2'S,2''S)-3,3',3''-((nitrilotris(methylene))tris(benzo[b]thiophene-5,2-diyl))tris(2-((R)-pyrrolidin-3-yl)propanoic acid)